(R)-methyl 3-(1-amino-8-azaspiro[4.5]decan-8-yl)-6-((2,3-dichloropyridin-4-yl)thio)-5-methylpyrazine-2-carboxylate N[C@@H]1CCCC12CCN(CC2)C=2C(=NC(=C(N2)C)SC2=C(C(=NC=C2)Cl)Cl)C(=O)OC